2-pyridin-2-yl-4,5,6,7-tetrahydro-2H-indazol-3-ol N1=C(C=CC=C1)N1N=C2CCCCC2=C1O